ClC1=NC2=CC=CC=C2C(=N1)NCCN1CCN(CC1)C(=O)OC(C)(C)C tert-butyl 4-(2-((2-chloroquinazolin-4-yl)amino)ethyl)piperazine-1-carboxylate